S1C=NC2=C1C(CCO2)N 5H,6H,7H-pyrano[2,3-d][1,3]thiazol-7-amine